5-chloro-2-(2-(methoxymethyl)-7-methylquinoxalin-5-yl)-7-methylthiazolo[5,4-b]pyridine ClC1=CC(=C2C(=N1)SC(=N2)C2=C1N=CC(=NC1=CC(=C2)C)COC)C